[Cl-].COC(=O)C1(CCC1)C[NH3+] [1-(methoxycarbonyl)cyclobutyl]methanaminium chloride